O[C@@H]1[C@H](CCCC1)NC(=O)C=1C=CC(=C(C1)NC(=O)C1=CN=C(S1)NC(C)C)C N-(5-{[(1S,2S)-2-hydroxycyclohexyl]carbamoyl}-2-methylphenyl)-2-[(prop-2-yl)amino]-1,3-thiazole-5-carboxamide